2-([1,1'-biphenyl]-2-yl)-4-phenyl-6-(2-(2'-(pyridin-3-yl)spiro[cyclohexane-1,9'-fluoren]-7'-yl)phenyl)-1,3,5-triazine C1(=C(C=CC=C1)C1=NC(=NC(=N1)C1=CC=CC=C1)C1=C(C=CC=C1)C1=CC=C2C=3C=CC(=CC3C3(C2=C1)CCCCC3)C=3C=NC=CC3)C3=CC=CC=C3